4-(5-(difluoromethyl)-1,3,4-oxadiazol-2-yl)-1-(3-(3-(methylsulfonyl)phenyl)prop-2-yn-1-yl)pyridin-2(1H)-one FC(C1=NN=C(O1)C1=CC(N(C=C1)CC#CC1=CC(=CC=C1)S(=O)(=O)C)=O)F